ClCCN(C1=CC=C(C=C1)CCCC(=O)OCCN(CC)CC)CCCl N,N-diethylaminoethyl 4-[bis(2-chloroethyl)amino]benzenebutyrate